C1=CN[Se]C=C1 selenazine